C(C)(C)(C)OC(=O)N1C[C@@H](CCC1)C(NC1=NN(C2=CC=C(C=C12)OCCCC)C(C1=CC=CC=C1)(C1=CC=CC=C1)C1=CC=CC=C1)=O (3R)-3-[(5-butoxy-1-trityl-1H-indazol-3-yl)carbamoyl]piperidine-1-carboxylic acid tert-butyl ester